ClC(C(=C(F)F)F)(Cl)Cl 3,3,3-trichloro-1,1,2-trifluoropropene